4-((7'-Cyclopentyl-6'-oxo-6',7'-dihydrospiro[cyclopropane-1,5'-pyrrolo[2,3-d]pyrimidin]-2'-yl)amino)-3-methylbenzene-1-sulfonyl chloride C1(CCCC1)N1C(C2(C3=C1N=C(N=C3)NC3=C(C=C(C=C3)S(=O)(=O)Cl)C)CC2)=O